manno-pyranose OC1[C@@H](O)[C@@H](O)[C@H](O)[C@H](O1)CO